(2-((1S,4S)-2,5-diazabicyclo[2.2.1]heptan-2-yl)-4-bromophenyl)-2-(2-fluoro-6-methoxyphenyl)pyrimidine-4-carboxamide [C@@H]12N(C[C@@H](NC1)C2)C2=C(C=CC(=C2)Br)C=2C(=NC(=NC2)C2=C(C=CC=C2OC)F)C(=O)N